C1(C2C(CC1)O2)OCCOC2C1C(CC2)O1 1,2-Bis-(2,3-Epoxycyclopentyloxy)-ethan